The molecule is a macrolide and an agent highly effective against plant-pathogenic fungi. It was extensively researched for agricultural use until it was discovered to be a teratogen. It has a role as a bacterial metabolite, an EC 6.4.1.2 (acetyl-CoA carboxylase) inhibitor and a teratogenic agent. It is a macrolide, an ether, a cyclic hemiketal and an olefinic compound. C[C@H]1/C=C/[C@H]([C@H](CCCC[C@H](OC(=O)[C@H]([C@@]2([C@@H]([C@H]([C@@H]([C@H]1O2)C)O)OC)O)C)C3=CC=CC=C3)OC)OC